ethynyl-di(2-furyl)methylsilane C(#C)[SiH2]C(C=1OC=CC1)C=1OC=CC1